dimethyl-aminomethanol CC(O)(N)C